BrC=1SC(=C(N1)C)C(=O)N(C)OC 2-bromo-N-methoxy-N,4-dimethyl-thiazole-5-carboxamide